ClC=1C=2CCCC2C(=C2CCCC12)NC(=O)NS(=O)(=O)C1=CC2=C(O1)C1CCC(C2(C)O)C1 N-((8-chloro-1,2,3,5,6,7-hexahydro-s-indacen-4-yl)carbamoyl)-4-hydroxy-4-methyl-5,6,7,8-tetrahydro-4H-5,8-methanocyclohepta[b]furan-2-sulfonamide